FC(OC1=C(C=C(C(=O)NC)C=C1)F)F 4-(difluoromethoxy)-3-fluoro-N-methylbenzamide